(R)-3-hydroxy-3-phenylpropionic acid O[C@H](CC(=O)O)C1=CC=CC=C1